(2S,3S,4R,5R)-2-((R)-8-chloro-3,3-difluoro-5,6-dihydro-1H-benzo[e][1,3]dioxocin-1-yl)-5-(4-methyl-7H-pyrrolo[2,3-d]pyrimidin-7-yl)tetrahydrofuran-3,4-diol ClC1=CC2=C([C@@H](OC(OCC2)(F)F)[C@H]2O[C@H]([C@@H]([C@@H]2O)O)N2C=CC3=C2N=CN=C3C)C=C1